trans-5-[2-(3-hydroxypiperidin-4-yl)methylaminopyrimidin-4-yl]pyrazolo[1,5-a]pyrimidine Trifluoroacetate FC(C(=O)O)(F)F.O[C@@H]1CNCC[C@H]1CNC1=NC=CC(=N1)C1=NC=2N(C=C1)N=CC2